3,6-dichloro-4-(4,4-difluoro-2-methylpiperidin-1-yl)pyridazine ClC=1N=NC(=CC1N1C(CC(CC1)(F)F)C)Cl